(4-hydroxyphenyl)-2-hydrazinothiazole OC1=CC=C(C=C1)C=1N=C(SC1)NN